[Si](C1=CC=CC=C1)(C1=CC=CC=C1)(C(C)(C)C)C[C@]1(C2(CC(C1)C2)C(=O)C2=CC=CC=C2)C |r| (rac)-((1S,2R,4R)-2-((tert-butyldiphenylsilyl)methyl)-2-methylbicyclo[2.1.1]hexan-1-yl)(phenyl)methanone